BrC1=CN=C(C(=N1)C(=O)N)OC(F)F 6-bromo-3-(difluoromethoxy)pyrazine-2-carboxamide